bis(2-hydroxyethyl)decanoamide Palladium (II) [Pd+2].OCCC(C(=O)N)(CCCCCCCC)CCO